O1[C@H](COCC1)CN1N=C2C3=C(CC4(C2=C1)CCC4)OC(=C3C(F)(F)F)C(=O)NCC=3OC=CN3 2'-{[(2S)-1,4-dioxan-2-yl]methyl}-N-[(1,3-oxazol-2-yl)methyl]-8'-(trifluoromethyl)-2',5'-dihydrospiro[cyclobutane-1,4'-furo[2,3-g]indazole]-7'-carboxamide